2-(1-methyl-1H-pyrazol-4-yl)-1,3-benzoxazol-5-ol CN1N=CC(=C1)C=1OC2=C(N1)C=C(C=C2)O